C(C1=CC(OC)=C(O)C(OC)=C1)(=O)O.N1C=NC=C1 imidazole syringate